4-(2-(nitrooxy) ethyl)-1,2-phenylene diacetate C(C)(=O)OC1=C(C=C(C=C1)CCO[N+](=O)[O-])OC(C)=O